2-Methyl-1,4-phenylene bis(4-(3-(acryloyloxy) propoxy) benzoate) C(C=C)(=O)OCCCOC1=CC=C(C(=O)OC2=C(C=C(C=C2)OC(C2=CC=C(C=C2)OCCCOC(C=C)=O)=O)C)C=C1